N-(pyridin-4-ylmethyl)-4-(quinolin-7-yl)benzenesulfonamide N1=CC=C(C=C1)CNS(=O)(=O)C1=CC=C(C=C1)C1=CC=C2C=CC=NC2=C1